CC=1N=C2C(=NC(=NC2=NC1C)N1C[C@@H](OCC1)C1=CN=NC(=C1)C)C=1C=NC(=CC1)C(F)(F)F (S)-4-(6,7-dimethyl-4-(6-(trifluoromethyl)pyridin-3-yl)pteridin-2-yl)-2-(6-methylpyridazin-4-yl)morpholine